3-(2-((((2-Morpholinoethoxy)carbonyl)oxy)methoxy)-2,2-diphenylacetoxy)spiro[bicyclo[3.2.1]octane-8,1'-pyrrolidin]-8-ium 2,2,2-trifluoroacetate FC(C(=O)[O-])(F)F.O1CCN(CC1)CCOC(=O)OCOC(C(=O)OC1CC2CCC(C1)[N+]21CCCC1)(C1=CC=CC=C1)C1=CC=CC=C1